1-(4-fluorophenyl)cyclobutane-1-amine FC1=CC=C(C=C1)C1(CCC1)N